hexaethoxytungsten (VI) C(C)O[W](OCC)(OCC)(OCC)(OCC)OCC